CC1(OC1)C1=C(C=C(C=C1)OC1=CC=C(C=C1)Cl)Cl methyl-2-(2-chloro-4-(4-chlorophenoxy)phenyl)oxirane